CC1(CC=2NC(C(=CC2CO1)C(=O)OC)=O)C Methyl 7,7-dimethyl-2-oxo-5,8-dihydro-1H-pyrano[4,3-b]pyridine-3-carboxylate